2-(2-Chlorophenyl)-N-{4-[2-(propane-2-yloxy)pyridin-3-yl]-3-sulfamoylphenyl}acetamide ClC1=C(C=CC=C1)CC(=O)NC1=CC(=C(C=C1)C=1C(=NC=CC1)OC(C)C)S(N)(=O)=O